C(C)N(CCCOC1=CC(=CC(=C1)CCCCCCCCCCCCCCC)OCC(CCCC)CC)CC N,N-diethyl-3-(3-((2-ethylhexyl)oxy)-5-pentadecylphenoxy)propan-1-amine